Diethyl-(E)-diazene C(C)/N=N/CC